FC=1C(=C(C=C2C(=NC(=NC12)OC[C@H](C)OC)N1[C@@H]2CN([C@H](C1)C2)C(=O)OC(C)(C)C)C(F)(F)F)C=2C1=CN(N=C1C=C(C2C)F)C(C2=CC=CC=C2)(C2=CC=CC=C2)C2=CC=CC=C2 tert-butyl (1S,4S)-5-(8-fluoro-7-(6-fluoro-5-methyl-2-trityl-2H-indazol-4-yl)-2-((S)-2-methoxypropoxy)-6-(trifluoromethyl)quinazolin-4-yl)-2,5-diazabicyclo[2.2.1]heptane-2-carboxylate